2-[4-Fluoro-3-(7-morpholin-4-yl-quinazolin-4-yl)-phenyl]-2-(6-methoxypyridazin-3-yl)acetamide FC1=C(C=C(C=C1)C(C(=O)N)C=1N=NC(=CC1)OC)C1=NC=NC2=CC(=CC=C12)N1CCOCC1